2,5,6-Trimethyl-3-ethyl-4-ethoxy-phenol CC1=C(C(=C(C(=C1CC)OCC)C)C)O